N1(C=NC=C1)C(=O)C1=C(OC=C1)C 1H-imidazol-1-yl-(2-methyl-3-furyl)methanone